COC1=C(C=CC=C1C1=NC=CC=N1)NC1=CC(=NC=C1C(NC)=O)NC1=NC=C(C(=O)O)C=C1 6-((4-((2-methoxy-3-(pyrimidin-2-yl)phenyl)amino)-5-(methylcarbamoyl)pyridin-2-yl)amino)nicotinic acid